CN(C#N)CCC=1OC(=NN1)C1=C(C=CC=C1)NC1=CC=C(C=C1)C(F)(F)F N-methyl-N-(2-(5-(2-((4-(trifluoromethyl)phenyl)amino)phenyl)-1,3,4-oxadiazol-2-yl)ethyl)cyanamide